C(C)OC(=O)C=1C=C2C(C=C(NC2=CC1)C1=CC=C(C=C1)OC)=O 2-(4-methoxyphenyl)-4-oxo-1,4-dihydroquinoline-6-carboxylic acid ethyl ester